1-Heptyl-4-propylpiperidinium acetat C(C)(=O)[O-].C(CCCCCC)[NH+]1CCC(CC1)CCC